Fluoropropionaldehyde FC(C=O)C